inden-2-yl 2-methoxyethane-1-yl-2-propen-1-yl phosphate P(=O)(OC=1CC2=CC=CC=C2C1)(OC(C=C)CCOC)[O-]